fluorobenzylhydrazine hydrochloride Cl.FN(N)CC1=CC=CC=C1